3-bromo-1H-pyridazin-6-one BrC1=NNC(C=C1)=O